4-(1-((5-methoxy-7-methyl-1H-indol-4-yl)methyl)-4-(3,3,3-trifluoropropyl)piperazin-2-yl)-2-(methylamino)benzoic acid COC=1C(=C2C=CNC2=C(C1)C)CN1C(CN(CC1)CCC(F)(F)F)C1=CC(=C(C(=O)O)C=C1)NC